FC1=C(CN2C(C=CC3=C2N=C(N=C3)N[C@@H](C)C3=CC=C(C(=O)O)C=C3)=O)C=CC=C1 4-[(1S)-1-{[8-(2-fluorobenzyl)-7-oxo-pyrido[2,3-d]pyrimidin-2-yl]amino}ethyl]benzoic acid